4-(4-(methylsulfonyl)-phenoxy)piperidine CS(=O)(=O)C1=CC=C(OC2CCNCC2)C=C1